[Si-].[Si-].[Ca+2] calcium disilicide